methyl (7S)-3,7-dimethyl-2-(1-phenylethyl)-3,7,8,9-tetrahydro-6H-imidazo[4,5-f]quinoline-6-carboxylate CN1C(=NC2=C3CC[C@@H](N(C3=CC=C21)C(=O)OC)C)C(C)C2=CC=CC=C2